Pentacosenoic acid CCCCCCCCCCCCCCCCCCCCCC/C=C/C(=O)O